8-chloro-1-[trans-4-(pyridin-2-yloxy)cyclohexyl]-4H-[1,2,4]triazolo[4,3-a][1]benzazepine-5(6H)-one ClC=1C=CC2=C(CC(CC=3N2C(=NN3)[C@@H]3CC[C@H](CC3)OC3=NC=CC=C3)=O)C1